5-chloro-3-{2-[(3S,4S)-3-(hydroxymethyl)-4-[(4-methanesulfonylphenoxy)methyl]pyrrolidin-1-yl]ethyl}-2-methylbenzonitrile ClC=1C=C(C(=C(C#N)C1)C)CCN1C[C@H]([C@@H](C1)COC1=CC=C(C=C1)S(=O)(=O)C)CO